2-((2-((3-(heptadecan-9-yloxy)-3-oxopropanoyl)oxy)ethyl)(2-hydroxyethyl)amino)ethyl octyl adipate C(CCCCC(=O)OCCCCCCCC)(=O)OCCN(CCO)CCOC(CC(=O)OC(CCCCCCCC)CCCCCCCC)=O